C(#N)C=1N2CC[C@@H](C2=CC1)NC(=O)C1N(C2CC2(C1)C)C(CNC(CCCOC1=CC=CC=C1)=O)=O N-((S)-5-cyano-2,3-dihydro-1H-pyrrolizin-1-yl)-5-methyl-2-((4-phenoxybutanoyl)glycyl)-2-azabicyclo[3.1.0]hexane-3-carboxamide